(2R,3S,4aR,7aR)-2-(4-(cyclopentylamino)phenyl)-N-(4-(dimethylamino)phenyl)-1-(2-fluoro-6-methylbenzoyl)octahydro-1H-cyclopenta[b]pyridine-3-carboxamide C1(CCCC1)NC1=CC=C(C=C1)[C@H]1[C@H](C[C@@H]2[C@H](N1C(C1=C(C=CC=C1C)F)=O)CCC2)C(=O)NC2=CC=C(C=C2)N(C)C